2,2-di(tertiary-amyl-peroxy)butane C(C)(C)(CC)OOC(C)(CC)OOC(C)(C)CC